NCC1=C(COC2=C(C3=CC=CC=C3C=C2)C=O)C=CC=C1 2-((2-(Aminomethyl)benzyl)oxy)-1-naphthalenealdehyde